(2S,3R,5R)-3-((E)-(2-(2,6-dichloro-3,4-dihydroxybenzoyl)hydrazono)methyl)-3-methyl-7-oxo-4-thia-1-azabicyclo[3.2.0]heptane-2-carboxylic acid 4,4-dioxide ClC1=C(C(=O)N\N=C\[C@]2([C@@H](N3C(C[C@H]3S2(=O)=O)=O)C(=O)O)C)C(=CC(=C1O)O)Cl